OC1CN(C1)C=1C=C2C(NC(C2=CC1)=O)=O 5-(3-hydroxyazetidin-1-yl)isoindoline-1,3-dione